FC1=C(C=CC=C1)[C@@H](C)NCC1=CC2=CN(N=C2C=C1)C (R)-1-(2-fluorophenyl)-N-((2-methyl-2H-indazol-5-yl)methyl)ethan-1-amine